O=S1(CC(CC1)NC1N(C(=NC(=N1)N)N1CCOCC1)C1=CC=CC=C1)=O N-(1,1-Dioxotetrahydro-1lambda*6*-thiophen-3-yl)-6-morpholin-4-yl-N1-phenyl-[1,3,5]triazine-2,4-diamine